N1C=C(C2=CC=CC=C12)C1C(C2=CC=CC=C2C1)=O (1H-indol-3-yl)-2,3-dihydro-1H-inden-1-one